ClC=1C=C(C(=O)N2CC=3C(=NN4C3C=3C(CC(C4)C(=O)NC)=CON3)CC2)C=CC1Cl (5'R)-11-(3,4-Dichlorobenzoyl)-N-methyl-5,6,9,10,11,12-hexahydro-4H-[1,2]oxazolo[3,4-c]-pyrido[4',3':3,4]pyrazolo[1,5-a]azepine-5-carboxamide